CC1CN(C1)S(=O)(=O)Cl 3-methylazetidine-1-sulfonyl chloride